tert-butyl 5-(4,4,5,5-tetramethyl-1,3,2-dioxaborolan-2-yl)-3,6-dihydro-2H-pyridine-1-carboxylate CC1(OB(OC1(C)C)C1=CCCN(C1)C(=O)OC(C)(C)C)C